1-(4-(methoxymethyloxy)-3-(4,4,5,5-tetramethyl-1,3,2-dioxaborolan-2-yl)phenyl)-4-methylpiperazine COCOC1=C(C=C(C=C1)N1CCN(CC1)C)B1OC(C(O1)(C)C)(C)C